N-(6-chloro-2-(6-azaspiro[2.5]octan-6-yl)pyridin-3-yl)-4-(4,4-difluoropiperidin-1-yl)-6-methylpyrimidine-2-carboxamide ClC1=CC=C(C(=N1)N1CCC2(CC2)CC1)NC(=O)C1=NC(=CC(=N1)N1CCC(CC1)(F)F)C